The molecule is an aminobenzenesulfonate that is the conjugate base of 4-aminobenzenesulfonic acid. It has a role as a xenobiotic metabolite. It is a conjugate base of a 4-aminobenzenesulfonic acid. C1=CC(=CC=C1N)S(=O)(=O)[O-]